C1(CCCCC1)[C@H]1C(N[C@H](C(N[C@H](C(NCC(O[C@@H]([C@H](C(N([C@H](C(N1)=O)CC(C)C)C)=O)C)CCCCCC)=O)=O)[C@H](C)O)=O)CO)=O (6S,9S,12S,15S,18R,19R)-12-cyclohexyl-19-hexyl-9-(hydroxymethyl)-15-isobutyl-16,18-dimethyl-6-[(1S)-1-hydroxyethyl]-1-oxa-4,7,10,13,16-pentazacyclononadecane-2,5,8,11,14,17-hexone